FC1=CC=C(C=C1)N1N=C(C2=CC=CC=C2C1=O)C=1C=C(C(=O)O)C=CC1 3-(3-(4-fluorophenyl)-4-oxo-3,4-dihydrophthalazin-1-yl)benzoic acid